1-Ethoxyvinyltri-N-Butyltin CCCC[Sn](CCCC)(CCCC)C(=C)OCC